methyl 4-(dimethylamino)-4-oxobutanoate CN(C(CCC(=O)OC)=O)C